C(C1=CC=CC=C1)Cl (benzyl) chloride